N[C@@H](C(CC)CC)[C@@H]1[C@@H]([C@H](C[C@H]1NC(=O)OC(C)(C)C)C(=O)OC)O methyl (1S,2S,3S,4r)-3-((S)-1-amino-2-ethylbutyl)-4-((tert-butoxycarbonyl) amino)-2-hydroxycyclopentane-1-carboxylate